ClC1=C(C=CC(=C1)S(=O)(=O)C)C1=NC=C(C=N1)C1CN(C1)C(CC[C@H]1NC(OC1)=O)=O (4R)-4-[3-[3-[2-(2-Chloro-4-methylsulfonyl-phenyl)pyrimidin-5-yl]azetidin-1-yl]-3-oxo-propyl]oxazolidin-2-one